ethyl 6-((3,4-dimethylbenzyl)amino)pyrimidine-4-carboxylate CC=1C=C(CNC2=CC(=NC=N2)C(=O)OCC)C=CC1C